ClC=1C(=C(C(=C(C1)C(C)=NO)OCC)C1CC(NC1)=O)F 4-(3-chloro-6-ethoxy-2-fluoro-5-(1-(hydroxyimino)ethyl)phenyl)pyrrolidin-2-one